3-[2-[(3-aminophenyl)sulfonylamino]-6-(o-tolyl)pyrimidin-4-yl]oxybenzoic acid NC=1C=C(C=CC1)S(=O)(=O)NC1=NC(=CC(=N1)OC=1C=C(C(=O)O)C=CC1)C1=C(C=CC=C1)C